4-(4-(4-(((3-(2,6-dioxopiperidin-3-yl)-2-methyl-4-oxo-3,4-dihydroquinazolin-5-yl)amino)methyl)benzyl)piperazin-1-yl)benzonitrile O=C1NC(CCC1N1C(=NC2=CC=CC(=C2C1=O)NCC1=CC=C(CN2CCN(CC2)C2=CC=C(C#N)C=C2)C=C1)C)=O